COC(=O)C1=C(N(C(C=C1\C=C\OCC)=O)C)NC1=C(C=C(C=C1)Br)F (E)-2-((4-bromo-2-fluorophenyl)amino)-4-(2-ethoxyvinyl)-1-methyl-6-oxo-1,6-dihydropyridine-3-carboxylic acid methyl ester